COC1=C(C=CC(=C1)N1CCN(CC1)C)NC=1N=C(C2=C(N1)NC=C2)NC2=C(C=CC=C2)S(=O)(=O)N(C)C 2-((2-((2-Methoxy-4-(4-methylpiperazin-1-yl)phenyl)amino)-7H-pyrrolo[2,3-d]pyrimidin-4-yl)amino)-N,N-dimethylbenzenesulfonamide